ClC1=C(C(=CC(=C1)CCCC(F)(F)F)Cl)NC(C1=C(C=CC=C1)F)=O N-[2,6-dichloro-4-[3-(trifluoromethyl)propyl]phenyl]-2-fluorobenzamide